OC=1C=C(C=CC1)[C@@H]1C(=C(NC=2C[C@H](CC(C12)=O)C1=CC=C(C=C1)OC)C)C(=O)OC methyl (4S,7R)-4-(3-hydroxyphenyl)-7-(4-methoxyphenyl)-2-methyl-5-oxo-1,4,5,6,7,8-hexahydro-3-quinolinecarboxylate